N1=CC(=CC=C1)CC 2-(pyridin-3-yl)ethan